NC1=C(C(=NN1C)C1=CCC(C1)C1=CC=NC=C1)C(=O)NC1=CC(=C(C=C1)F)Cl 5-Amino-N-(3-chloro-4-fluorophenyl)-1-methyl-3-(4-(pyridin-4-yl)cyclopent-1-en-1-yl)-1H-pyrazole-4-carboxamide